C(OC1=CC(=C(C(=N1)C)[N+](=O)[O-])C)([2H])([2H])[2H] 6-(methoxy-d3)-2,4-dimethyl-3-nitropyridine